C(=O)(OCC1C2=CC=CC=C2C2=CC=CC=C12)N[C@@H](CC1=CC=C(C=C1)C1=CC=CC=C1)C(=O)O fmoc-4-phenylphenylalanine